FC=1C=C(C=NC1)N1CC2(CC2C1)C#CC1=NC(=CC=C1)C 3-(5-fluoropyridin-3-yl)-1-((6-methylpyridin-2-yl)ethynyl)-3-azabicyclo[3.1.0]hexane